C(CCC)(=O)O.C(C1=CN=CC=C1)(=O)O nicotinic acid butyrate